(2R)-(N,N-BIS(4-METHOXYBENZYL)SULFAMOYL)HEX-5-ENAMIDE COC1=CC=C(CN(S(=O)(=O)[C@@H](C(=O)N)CCC=C)CC2=CC=C(C=C2)OC)C=C1